2,5-di-(t-butylperoxy)hexane C(C)(C)(C)OOC(C)CCC(C)OOC(C)(C)C